C(#N)C=1C=CC(=C(C1)C1=CC(=NC=C1C(=O)O)CC#N)OC 4-(5-cyano-2-methoxyphenyl)-6-(cyanomethyl)nicotinic acid